C(C)OC(=O)C=1N=CSC1N1CCC(CC1)COC1=CC=CC=C1 5-[4-(phenoxymethyl)piperidin-1-yl]-1,3-thiazole-4-carboxylic acid ethyl ester